C(C)(C)(C)OC(N[C@@H]1CNCC(C1)F)=O ((S)-5-fluoro-piperidin-3-yl)-carbamic acid tert-butyl ester